(tert-butoxycarbonylamino)pyrrolidine-2-carboxylic acid C(C)(C)(C)OC(=O)NN1C(CCC1)C(=O)O